OCC1=C(C=CC(=N1)C1=C(C#N)C=CC=C1)N1C[C@H](CC1)OC1=NC=C(C=C1)C (S)-2-(6-(hydroxymethyl)-5-(3-(5-methylpyridin-2-yloxy)pyrrolidin-1-yl)pyridin-2-yl)benzonitrile